C(C)(C)(C)N(C(O)=O)C1CC(C1)OC1=CC=C(C=C1)C(C)(C)C1=CC=C(C=C1)OC1=CN=C(N=N1)N.OC=1C(C(OC1C)C)=O 4-Hydroxy-2,5-dimethyl-3(2H)-furanone tert-butyl-((1r,3r)-3-(4-(2-(4-((3-amino-1,2,4-triazin-6-yl)oxy)phenyl)propan-2-yl)phenoxy)cyclobutyl)carbamate